4-(2,2,3-trimethyl-3-cyclopenten-1-yl)-4-penten CC1(C(CC=C1C)C(CCC)=C)C